1,3,5-triamino-2,4,6-benzenetriol NC1=C(C(=C(C(=C1O)N)O)N)O